2-(4-cyanobenzoyl)-6-methoxy-1,2,3,4-tetrahydroisoquinoline-1-carboxylate C(#N)C1=CC=C(C(=O)N2C(C3=CC=C(C=C3CC2)OC)C(=O)[O-])C=C1